Cl.NC1=C(CNC2=NC(=CC=N2)C2=CC(=CC=C2)OC)C=CC2=C1OCO2 (2-amino-4-(3,4-(methylenedioxy))benzylamino)-6-(3-methoxyphenyl)pyrimidine hydrochloride